3-(2H-benzotriazol-2-yl)-4-hydroxyphenethylalcohol N=1N(N=C2C1C=CC=C2)C=2C=C(CCO)C=CC2O